COC1=CC=C(C=C1)C(CCC1=CC=C(C=C1)F)=O 1-(4-methoxyphenyl)-3-(4-fluorophenyl)propan-1-one